CC=1C=C(C=C(C1)C(F)(F)F)[C@@H](C)N (R)-1-(3-methyl-5-(trifluoromethyl)phenyl)ethane-1-amine